(E)-3-amino-2-bromo-4-(2-(6-((2-(2-fluoroethoxy)ethyl)(methyl)amino)-5-methylbenzo[d]thiazol-2-yl)vinyl)phenol NC=1C(=C(C=CC1\C=C\C=1SC2=C(N1)C=C(C(=C2)N(C)CCOCCF)C)O)Br